(2R,5S)-5-[2-(4-chloro-3-fluoro-phenoxy)acetamido]-N-[2-(trifluoro-methoxy)ethoxy]piperidine ClC1=C(C=C(OCC(=O)N[C@H]2CCCN(C2)OCCOC(F)(F)F)C=C1)F